C1(CC1)C1=CC(=CC(=N1)N1C=NC=2C=C(NC2C1=O)COCCOC)C1=C(C=C(C=C1)F)C1=NN=CN1C 6-{6-cyclopropyl-4-[4-fluoro-2-(4-methyl-4H-1,2,4-triazol-3-yl)phenyl]-2-pyridyl}-2-[(2-methoxyethoxy)methyl]-1,6-dihydro-1,4,6-triaza-7-indenone